CC(CCC)C(COC)(COC)C(C)CCC 2,2-di-(2-pentyl)-1,3-dimethoxypropane